4-[[3-[4-(cyanomethoxy)-2,3-difluorophenyl]imidazo[1,2-a]pyrazin-8-yl]amino]-N-[2-[[(2S)-2,6-diaminohexanoyl]amino]ethyl]-2-ethylbenzamide formate C(=O)O.C(#N)COC1=C(C(=C(C=C1)C1=CN=C2N1C=CN=C2NC2=CC(=C(C(=O)NCCNC([C@H](CCCCN)N)=O)C=C2)CC)F)F